methoxy-2-(4-((S)-2-methylmorpholino)-6-(3-(m-tolyl)-1H-pyrazol-1-yl)pyrimidin-2-yl)ethan-1-ol COC(CC1=NC(=CC(=N1)N1C[C@@H](OCC1)C)N1N=C(C=C1)C=1C=C(C=CC1)C)O